C(C)N1N=CC(=C1C(=O)OC)/N=C(\C)/N1[C@@H](COCC1)C Methyl (R,E)-1-ethyl-4-((1-(3-methylmorpholino)ethylidene)amino)-1H-pyrazole-5-carboxylate